O=C1N(CC2=CC(=CC=C12)O[C@H]1[C@@H](CCC1)N1CCCC1)C1C(NC(CC1)=O)=O 3-(1-oxo-5-(((1R,2R)-2-(pyrrolidin-1-yl)cyclopentyl)oxy)isoindolin-2-yl)piperidine-2,6-dione